ONC(=O)C1=CC2=C(CN([C@H](CO2)C2=CC=CC=C2)C(=O)C2CCC(CC2)OC)C=C1 (S)-N-hydroxy-4-((1s,4R)-4-methoxycyclohexane-1-carbonyl)-3-phenyl-2,3,4,5-tetrahydrobenzo[f][1,4]oxazepine-8-carboxamide